[C@H]12CNC[C@H](CC1)N2C2=NC(=NC1=C(C(=C(C=C21)Cl)C2=CC=C(C1=C2N=C(S1)N)F)F)OC[C@H]1N(C[C@@H](C1)F)C 4-(4-((1R,5S)-3,8-diazabicyclo[3.2.1]octan-8-yl)-6-chloro-8-fluoro-2-(((2S,4R)-4-fluoro-1-methylpyrrolidin-2-yl)methoxy)quinazolin-7-yl)-7-fluorobenzo[d]thiazol-2-amine